C(CCCCCCC\C=C/CCCCCCCC)(=O)OC[C@@H]([C@H](CC)C(=O)N1C(=NCC1)NC1=C(C=CC=C1Cl)Cl)CC1=CN=CN1C (2R,3S)-3-(2-((2,6-dichlorophenyl)amino)-4,5-dihydro-1H-imidazole-1-carbonyl)-2-((1-methyl-1H-imidazol-5-yl)methyl)pentyl oleate